C(C)(C)C=1C(=NNC1C=1C=C(C=2N(C1)N=CN2)OC)C2=NC=C(C=C2)N2CCN(CC2)CCS(=O)(=O)C 6-(4-isopropyl-3-(5-(4-(2-(methylsulfonyl)ethyl)piperazin-1-yl)pyridin-2-yl)-1H-pyrazol-5-yl)-8-methoxy-[1,2,4]triazolo[1,5-a]pyridine